(2R,3R,4R,5S)-6-{[(2S,3R,4R,5R)-2,3,4,5,6-Pentahydroxyhexyl][(3R)-pyrrolidin-3-yl]amino}hexane-1,2,3,4,5-pentaol dihydrochloride Cl.Cl.O[C@@H](CN(C[C@@H]([C@H]([C@@H]([C@@H](CO)O)O)O)O)[C@H]1CNCC1)[C@H]([C@@H]([C@@H](CO)O)O)O